2'-(benzene-1,3,5-triyltris(acetylene-2,1-diyl))tris(propan-2-ol) C1(=CC(=CC(=C1)C#CCC(C)O)C#CCC(C)O)C#CCC(C)O